(+/-)-7-(Methylcarbamoyl)-3-phenyl-2,3-dihydrobenzofuran-5-carboxylic acid CNC(=O)C1=CC(=CC=2[C@H](COC21)C2=CC=CC=C2)C(=O)O |r|